TARTARIc ACID C(C(O)C(O)C(=O)O)(=O)O